3-(3,6-dihydro-2H-pyran-4-yl)benzenesulfonamide O1CCC(=CC1)C=1C=C(C=CC1)S(=O)(=O)N